(2-chloro-4-hydroxyphenyl)-3-cyclopropylurea ClC1=C(C=CC(=C1)O)NC(=O)NC1CC1